1-(6-(5,6-difluoro-1H-indazol-3-yl)-3,4-dihydro-1,5-naphthyridin-1(2H)-yl)-2-methoxyethan-1-one FC=1C=C2C(=NNC2=CC1F)C=1N=C2CCCN(C2=CC1)C(COC)=O